7-(3-chloro-2-pyridinoyl)amino-4-(diethyl)aminocyclohepta[7,6-b]indole ClC=1C(=NC=CC1)C(=O)NC1=CC2=NC3=C(C=CC=C3C2=CC=C1)N(CC)CC